(E)-3-(5-(4-(4-(((benzyloxy)carbonyl)amino)butyl)phenyl)pyrimidin-2-yl)acrylic acid C(C1=CC=CC=C1)OC(=O)NCCCCC1=CC=C(C=C1)C=1C=NC(=NC1)/C=C/C(=O)O